3-(1H-[1,2,3]triazolo[4,5-b]pyridin-5-yl)-N-(4-(2-(tetrahydro-2H-pyran-4-yl)ethoxy)phenyl)benzamide N1N=NC2=NC(=CC=C21)C=2C=C(C(=O)NC1=CC=C(C=C1)OCCC1CCOCC1)C=CC2